6-[4-[(2E)-4-[[(2S)-1-[6-oxo-5-(trifluoromethyl)-1,6-dihydropyridazin-4-yl]pyrrolidin-2-yl]methoxy]but-2-enoyl]piperazin-1-yl]pyridine-3-carbonitrile O=C1C(=C(C=NN1)N1[C@@H](CCC1)COC/C=C/C(=O)N1CCN(CC1)C1=CC=C(C=N1)C#N)C(F)(F)F